6-[[5-Fluoro-3-(2,2,2-trifluoroethoxy)-2-pyridyl]methoxy]-1-methyl-N-(4-methyl-1,1-dioxo-thian-4-yl)imidazo[4,5-c]pyridine-2-carboxamide FC=1C=C(C(=NC1)COC1=CC2=C(C=N1)N=C(N2C)C(=O)NC2(CCS(CC2)(=O)=O)C)OCC(F)(F)F